3-amino-2-methyl-4-(pyridin-4-yl)butanoic acid methyl ester hydrochloride Cl.COC(C(C(CC1=CC=NC=C1)N)C)=O